6-bromo-8-(4-((trifluoromethyl)thio)phenyl)imidazo[1,2-a]pyrazine BrC=1N=C(C=2N(C1)C=CN2)C2=CC=C(C=C2)SC(F)(F)F